4-(2-[3-[(4S)-3-(4-chlorophenyl)-4-phenyl-4,5-dihydropyrazol-1-yl]-4-methyl-5-oxo-1,2,4-triazol-1-yl]ethyl)benzamide ClC1=CC=C(C=C1)C1=NN(C[C@@H]1C1=CC=CC=C1)C1=NN(C(N1C)=O)CCC1=CC=C(C(=O)N)C=C1